2-[8-(2-chlorophenyl)-7-(4-chlorophenyl)-3-([4-[(morpholin-4-yl)methyl]phenyl]methyl)-2,6-dioxo-2,3,6,7-tetrahydro-1H-purin-1-yl]acetamide ClC1=C(C=CC=C1)C1=NC=2N(C(N(C(C2N1C1=CC=C(C=C1)Cl)=O)CC(=O)N)=O)CC1=CC=C(C=C1)CN1CCOCC1